Racemic-2,4-dimethyloctanoic acid CC(C(=O)O)CC(CCCC)C